p-tolyloxypentyloxyphosphine bromide [Br-].C1(=CC=C(C=C1)OCCCCCOP)C